benzyl ((3R)-3-((tert-butoxycarbonyl)amino)-2-(((4-(N-(2,4-dimethoxybenzyl)-N-(1,2,4-thiadiazol-5-yl)sulfamoyl)-2,5-difluorophenyl)amino) methyl)butyl)(isopropyl)carbamate C(C)(C)(C)OC(=O)N[C@@H](C(CN(C(OCC1=CC=CC=C1)=O)C(C)C)CNC1=C(C=C(C(=C1)F)S(N(C1=NC=NS1)CC1=C(C=C(C=C1)OC)OC)(=O)=O)F)C